2-([1,4]Dioxan-2-ylmethoxy)-9-(6-pyrrolidin-1-yl-pyridin-3-yl)-6,7-dihydro-pyrimido[6,1-a]isoquinolin-4-one O1C(COCC1)COC1=NC(N2C(C3=CC=C(C=C3CC2)C=2C=NC(=CC2)N2CCCC2)=C1)=O